3-(piperazin-1-yl)cyclohexane-1-amine N1(CCNCC1)C1CC(CCC1)N